(R)-4-(5-cyclopropyl-1,3,4-thiadiazol-2-yl)-2-fluoro-N-(8-methylisoquinolin-1-yl)-N-(piperidin-3-yl)benzamide hydrochloride salt Cl.C1(CC1)C1=NN=C(S1)C1=CC(=C(C(=O)N([C@H]2CNCCC2)C2=NC=CC3=CC=CC(=C23)C)C=C1)F